2-[6-[5-(6-methyl-2-pyridyl)-1H-imidazol-4-yl]-3-quinolyl]pyridine-4-carboxylic acid CC1=CC=CC(=N1)C1=C(N=CN1)C=1C=C2C=C(C=NC2=CC1)C1=NC=CC(=C1)C(=O)O